1,1-diethylthio-2-nitroethylene C(C)SC(=C[N+](=O)[O-])SCC